(Z)-3-(4-(8-(2-chlorophenyl)-6,7-dihydro-5H-benzo[7]annulen-9-yl)benzylidene)-1-(3-fluoropropyl)pyrrolidine ClC1=C(C=CC=C1)C=1CCCC2=C(C1C1=CC=C(\C=C\3/CN(CC3)CCCF)C=C1)C=CC=C2